C(C)SC(CC1C(=C(C(CC1)=O)C(CC)=O)O)C [2-(ethylthio)propyl]-2-propionyl-3-hydroxy-2-cyclohexen-1-one